C1(=CC=CC2=CC=CC=C12)C(=O)[O-].[Ti+4].C1(=CC=CC2=CC=CC=C12)C(=O)[O-].C1(=CC=CC2=CC=CC=C12)C(=O)[O-].C1(=CC=CC2=CC=CC=C12)C(=O)[O-] titanium naphthate